6-Chloro-N-((1R,2R)-2-methoxycyclobutyl)imidazo[1,2-b]pyridazine-3-carboxamide ClC=1C=CC=2N(N1)C(=CN2)C(=O)N[C@H]2[C@@H](CC2)OC